(tert-butyl)-2H-indazol C(C)(C)(C)N1N=C2C=CC=CC2=C1